tert-Butyl 3-amino-5-(2-fluoro-6-methylphenyl)-1H-pyrazolo[3,4-c]pyridine-1-carboxylate NC1=NN(C2=CN=C(C=C21)C2=C(C=CC=C2C)F)C(=O)OC(C)(C)C